CC(CC1=NC(=C(N=C1C)C)C)C 2-(2-methylpropyl)-3,5,6-trimethylpyrazine